(2-(6-chloro-4,4-dimethyl-1,4-dihydroquinazolin-2-yl)thiazol-4-yl)benzoic acid ClC=1C=C2C(N=C(NC2=CC1)C=1SC=C(N1)C1=C(C(=O)O)C=CC=C1)(C)C